N-ethyl-4,4-difluoropiperidine-3-carboxamide C(C)NC(=O)C1CNCCC1(F)F